E-9,11-hexadecadienal C(CCCCCCC\C=C\C=CCCCC)=O